2-(2-oxoazepan-1-yl)hexadecanoic acid O=C1N(CCCCC1)C(C(=O)O)CCCCCCCCCCCCCC